(S)-2-((tert-butoxycarbonyl)amino)butanoic acid C(C)(C)(C)OC(=O)N[C@H](C(=O)O)CC